C(C)(C)(C)OC(=O)N1CC2(CC1)C(N(CC2)[C@H](C(=O)OCC2=CC=CC=C2)C(C)C)=O 7-((S)-1-(benzyloxy)-3-methyl-1-oxobutan-2-yl)-6-oxo-2,7-diazaspiro[4.4]Nonane-2-carboxylic acid tert-butyl ester